tert-butyl (3r,4r)-4-(4-(3-(2,6-bis(benzyloxy) pyridin-3-yl)-1-methyl-1H-indazol-6-yl) piperazine-1-carbonyl)-3-methylpiperidine-1-carboxylate C(C1=CC=CC=C1)OC1=NC(=CC=C1C1=NN(C2=CC(=CC=C12)N1CCN(CC1)C(=O)[C@H]1[C@H](CN(CC1)C(=O)OC(C)(C)C)C)C)OCC1=CC=CC=C1